ethyl 2-[3-(3-bromo-4-fluorophenyl)-5-(cyclopropylmethyl)-4-[(3-fluoro-4-sulfamoylphenyl)methyl]pyrazol-1-yl]-1,3-thiazole-4-carboxylate BrC=1C=C(C=CC1F)C1=NN(C(=C1CC1=CC(=C(C=C1)S(N)(=O)=O)F)CC1CC1)C=1SC=C(N1)C(=O)OCC